1-(5-hydroxypentyl)-N,N-bis(4-methoxybenzyl)-1H-pyrazole-5-sulfonamide OCCCCCN1N=CC=C1S(=O)(=O)N(CC1=CC=C(C=C1)OC)CC1=CC=C(C=C1)OC